FC1=C(C=CC(=C1)N1CCOCC1)NC(=O)C=1N=C(SC1)C1=C(N=CN1C(C)C)C1=CC=C(C=C1)F N-(2-fluoro-4-morpholinophenyl)-2-(4-(4-fluorophenyl)-1-isopropyl-1H-imidazol-5-yl)thiazole-4-carboxamide